O=C1C(CN(C1)C(=O)OCC)C(=O)OCC diethyl 4-oxopyrrolidine-1,3-dicarboxylate